FC1=C(C(=O)Cl)C(=CC(=C1)F)F 2,4,6-trifluorobenzoylchloride